FC(C=1C(=NC(=NC1)NC1=CC(=C(C=C1)OCCOC)F)NC=1C=C(C=CC1)NC(C=C)=O)(F)F N-(3-(5-trifluoromethyl-2-(3-fluoro-4-(2-methoxyethoxy)phenylamino)pyrimidin-4-ylamino)phenyl)acrylamide